(3S)-3-[(6-methoxy-4-quinolyl)oxy]Pyrrolidine COC=1C=C2C(=CC=NC2=CC1)O[C@@H]1CNCC1